C(CCCCCCCCC)[SiH](C=1C2=CC=CC=C2C=2C=CC=CC2C1)C decylmethyl-(phenanthren-9-yl)silane